CN1C2C3CCNC(CCCC[C@H](C(NC2CN1)=O)C)C3 (9R,13S)-3,9-dimethyl-8-oxo-3,4,7,15-tetraazatricyclo[12.3.1.02,6]Octadecan